FC=1C=NC(=NC1)N1CCNCC1 4-(5-Fluoropyrimidin-2-yl)piperazin